5-((3-(1H-pyrazol-5-yl)imidazo[1,2-a]pyridin-2-yl)methoxy)-2-methoxyisonicotinaldehyde N1N=CC=C1C1=C(N=C2N1C=CC=C2)COC2=CN=C(C=C2C=O)OC